C(CCCCCCCCC)(=O)NC(CC=1SC(=CN1)C1=CC=C(C(=O)O)C=C1)C(=O)NCCCCCC 4-(2-(2-decanamido-3-(hexylamino)-3-oxopropyl)thiazol-5-yl)benzoic acid